tert-butyl (2S,3S)-2-benzyl-3-hydroxy-3-methylpyrrolidine-1-carboxylate C(C1=CC=CC=C1)[C@@H]1N(CC[C@]1(C)O)C(=O)OC(C)(C)C